C1(=CC=CC=C1)C1=C(C(C2(C(C3(C(C(C(C(C3=CC2=C1)([2H])[2H])([2H])[2H])([2H])[2H])([2H])[2H])[2H])([2H])[2H])[2H])[2H])C1=C2C=3C=CC=CC3C3=C(C2=CC=C1)C=CC=C3 phenyl(benzophenanthrenyl)anthracene-d13